NC=1C2=C(N=CN1)N(C(=C2Br)C2CN(CC2)C(=O)OC(C)(C)C)C tert-butyl 3-{4-amino-5-bromo-7-methyl-7H-pyrrolo[2,3-d]pyrimidin-6-yl}-pyrrolidine-1-carboxylate